7-hydroxyoctanoic acid heptadec-9-yl ester CCCCCCCCC(CCCCCCCC)OC(CCCCCC(C)O)=O